FC=1C(=NC(=NC1)NC1=C(C(=CC=C1)S(=O)(=O)C)F)C1=CNC2=C(C=CC=C12)NC([C@@H](CC)N1CCN(CC1)C)=O (R)-N-(3-(5-Fluoro-2-((2-fluoro-3-(methylsulfonyl)phenyl)amino)pyrimidin-4-yl)-1H-indol-7-yl)-2-(4-methylpiperazin-1-yl)butanamid